P([O-])([O-])F Fluorophosphite